4-[1-((S)-sec-Butyl)-7-(2-hydroxy-1-chinolin-3-yl-ethylamino)-1H-pyrazolo[4,3-d]pyrimidin-5-yl]-piperazin [C@H](C)(CC)N1N=CC=2N=C(N=C(C21)NC(CO)C=2C=NC1=CC=CC=C1C2)N2CCNCC2